BrC=1C=C(C=CC1)B(O)O (3-Bromophenyl)boronic acid